3-((6-(5-(difluoromethyl)-1H-pyrazol-4-yl)-4-(2-hydroxyethyl)-1-oxoisoquinolin-2(1H)-yl)methyl)-N-methylbenzamide FC(C1=C(C=NN1)C=1C=C2C(=CN(C(C2=CC1)=O)CC=1C=C(C(=O)NC)C=CC1)CCO)F